FC1=C(C(=CC(=C1)CNC1=NC=C(C(=C1)OC)C)O)N1CC(NS1(=O)=O)=O 5-[2-fluoro-6-hydroxy-4-[[(4-methoxy-5-methyl-2-pyridinyl)amino]methyl]phenyl]-1,1-dioxo-1,2,5-thiadiazolidin-3-one